(E)-N-[2-[8-chloro-6-(cyanomethyl)-3,4-dihydro-1H-isoquinolin-2-yl]-2-oxoethyl]-3-[2-fluoro-4-(trifluoromethyl)phenyl]prop-2-enamide ClC=1C=C(C=C2CCN(CC12)C(CNC(\C=C\C1=C(C=C(C=C1)C(F)(F)F)F)=O)=O)CC#N